ClC=1C=C2C(=C3C1NC(NC31CCCCC1)=O)OC(=N2)CN[C@@H]2COCCC2 5-chloro-2-({[(3S)-oxan-3-yl]amino}methyl)-7,8-dihydro-6H-spiro[[1,3]oxazolo[5,4-f]quinazoline-9,1'-cyclohexane]-7-one